CC1=CC=C(C(=O)O[C@H]2C[C@H](O[C@@H]2COC(C2=CC=C(C=C2)C)=O)Cl)C=C1 2-deoxy-3,5-bis-O-(4-methylbenzoyl)-α-D-erythro-pentofuranosyl chloride